COC1=NC=C(C=N1)OB(O)O (2-methoxypyrimidin-5-yl)boric acid